4,4'-thio-bis-(6-tert-butyl-3-methyl-phenol) S(C1=C(C=C(C(=C1)C(C)(C)C)O)C)C1=C(C=C(C(=C1)C(C)(C)C)O)C